bicyclo[2.2.2]octane-2-carboxylate C12C(CC(CC1)CC2)C(=O)[O-]